N-(2-chloro-6-fluoro-3-methoxyphenyl)-4-[4-ethyl-3-(hydroxymethyl)-5-oxo-4,5-dihydro-1H-1,2,4-triazol-1-yl]-5-fluoro-2-{[(2S)-1,1,1-trifluoropropan-2-yl]oxy}benzamide ClC1=C(C(=CC=C1OC)F)NC(C1=C(C=C(C(=C1)F)N1N=C(N(C1=O)CC)CO)O[C@H](C(F)(F)F)C)=O